COC1=C(C(=O)O)C=C(C=C1)S(=O)(=O)C 2-methoxy-5-(methylsulfonyl)benzoic acid